N-(2-(1H-imidazol-1-yl)ethyl)-5-((7-amino-2,3-dimethylpyrido[3,4-b]pyrazin-8-yl)ethynyl)nicotinamide N1(C=NC=C1)CCNC(C1=CN=CC(=C1)C#CC1=C(N=CC2=NC(=C(N=C21)C)C)N)=O